NC1(CCCC1)C(=O)N[C@@H](CCCCN)C(=O)O cycloleucinyllysine